C(CCC)C(C(O)(C)C1=CC=CC=C1)C butyl-phenyl-methyl-propanol